C(C(=O)C1=CC=CC=C1)N1CC=CC=C1 N-phenacyl-pyridine